COC1(CCN(CC1)C1CNC(CC1)[N+](=O)[O-])CO (4-methoxy-1-(6-nitropiperidin-3-yl)piperidin-4-yl)methanol